N1C[C@H](CCC1)NC1=NC=C(C(=N1)C1=CNC2=NC(=CC=C21)C#N)C(F)(F)F 3-[2-[[(3S)-3-piperidyl]amino]-5-(trifluoromethyl)pyrimidin-4-yl]-1H-pyrrolo[2,3-b]pyridine-6-carbonitrile